N-(3-((3-amino-6-(6-methoxy-2-azaspiro[3.3]hept-2-yl)pyridin-2-yl)oxy)propyl)-2-Chloro-5-(trifluoromethyl)-7-((2-(trimethylsilyl)ethoxy)methyl)-7H-pyrrolo[2,3-d]pyrimidin-4-amine NC=1C(=NC(=CC1)N1CC2(C1)CC(C2)OC)OCCCNC=2C1=C(N=C(N2)Cl)N(C=C1C(F)(F)F)COCC[Si](C)(C)C